5-methyl-3-((1-methylpiperidin-3-yl)amino-1,2,4-triazin-6-yl)phenol CC=1C=C(C=C(C1)O)C1=CN=C(N=N1)NC1CN(CCC1)C